COC1=CC=C(C=C1)C1=NC(=NC(=N1)NCCC)NC1=CC=C(C=C1)OC(F)(F)F 6-(4-methoxyphenyl)-N2-propyl-N4-(4-(trifluoromethoxy)phenyl)-1,3,5-triazine-2,4-diamine